BrC1=CC=C(C=C1)CCN 2-(4-bromophenyl)ethanamine